S1C(=NC2=C1C=CC=C2)CC2CCN(CC2)C2=C(C(N(C1=CC=CC=C21)C)=O)C#N 4-{4-[(1,3-benzothiazol-2-yl)methyl]piperidin-1-yl}-1-methyl-2-oxo-1,2-dihydroquinoline-3-carbonitrile